C(CC)OC(=O)C=1C=NN(C1)CC=1SC(=CC1)C1=NOC(=N1)C(F)(F)F 1-[[5-[5-(trifluoromethyl)-1,2,4-oxadiazol-3-yl]-2-thienyl]methyl]-1H-pyrazole-4-carboxylic acid propyl ester